4-chloro-3-(5,7-difluoro-6-methyl-4-oxo-1,4-dihydroquinolin-2-yl)benzonitrile ClC1=C(C=C(C#N)C=C1)C=1NC2=CC(=C(C(=C2C(C1)=O)F)C)F